CN(C1CN(C1)C=1N=C(C2=C(N1)CN(CC2)C(=O)OC(C)(C)C)OC)C tert-butyl 2-[3-(dimethylamino)azetidin-1-yl]-4-methoxy-6,8-dihydro-5H-pyrido[3,4-d]pyrimidine-7-carboxylate